4-bromo-2-methyl-1-[2-(4-pentylphenyl)ethynyl]benzene methyl-4-allyl-2-oxooxazolidine-4-carboxylate COC(=O)C1(NC(OC1)=O)CC=C.BrC1=CC(=C(C=C1)C#CC1=CC=C(C=C1)CCCCC)C